N-(4-(chlorodifluoromethoxy)phenyl)-6-(4-(((2-(2,6-dioxopiperidin-3-yl)-1-oxoisoindolin-5-yl)methyl)(methyl)amino)piperidin-1-yl)-5-(1H-pyrazol-5-yl)nicotinamide ClC(OC1=CC=C(C=C1)NC(C1=CN=C(C(=C1)C1=CC=NN1)N1CCC(CC1)N(C)CC=1C=C2CN(C(C2=CC1)=O)C1C(NC(CC1)=O)=O)=O)(F)F